[GeH](=O)OF Fluoro Germanate